3-bromo-7-methylindole BrC1=CNC2=C(C=CC=C12)C